4-(6-amino-5-bromo-4-ethylpyridin-3-yl)phenol NC1=C(C(=C(C=N1)C1=CC=C(C=C1)O)CC)Br